2,3-dihydroxy-2,5-dihydro-6-methyl-4H-pyran-4-one OC1OC(CC(C1O)=O)C